(S)-2-((1-(3-(3,5-dimethylphenyl)-1-methyl-1,2,4-triazol-5-yl)ethyl)carbamoyl)-4-methoxypyridin-3-yl acetate C(C)(=O)OC=1C(=NC=CC1OC)C(N[C@@H](C)C1=NC(=NN1C)C1=CC(=CC(=C1)C)C)=O